N-(2-(1-methylpyrrolidin-2-yl)ethyl)-6-(octyloxy)-N-(6-(octyloxy)-6-((1,1,3,3-tetramethyl-3-octyldisiloxaneyl)oxy)hexyl)-6-((1,1,3,3-tetramethyl-3-octyldisiloxaneyl)oxy)hexan-1-amine CN1C(CCC1)CCN(CCCCCC(O[Si](O[Si](CCCCCCCC)(C)C)(C)C)OCCCCCCCC)CCCCCC(O[Si](O[Si](CCCCCCCC)(C)C)(C)C)OCCCCCCCC